(2s,3r)-4-(2-(5-cyclopropyl-4,7-difluoro-3,3-dimethyl-2-oxoindol-1-yl) acetamido)-2,3-dimethylbutyrate C1(CC1)C=1C(=C2C(C(N(C2=C(C1)F)CC(=O)NC[C@@H]([C@@H](C(=O)[O-])C)C)=O)(C)C)F